COC=1C=C2CCN(CC2=CC1)C1=C(C=C(C=C1)C(F)(F)F)NC(C)=O N-(2-(6-methoxy-3,4-dihydroisoquinolin-2(1H)-yl)-5-(trifluoromethyl)phenyl)acetamide